O1CCN(CC1)C1=CC=C(C=C1)C(CCC)=O 4'-morpholinobutyrophenone